C(CCC)OC1=NN2C(C(=N1)N)=NC=C2CC2=C(C=CC=C2)CN2CCOCC2 2-butoxy-7-(2-(morpholinomethyl)benzyl)imidazo[2,1-f][1,2,4]triazin-4-amine